butylene glycol di-acrylate C(C=C)(=O)OCCCCOC(C=C)=O